C1(CCCCC1)S(=O)(=O)C=1C=C(C=CC1)B(O)O 3-(CYCLOHEXYLSULFONYL)PHENYLBORONIC ACID